2-((6-(cyclopropylmethoxy)-2-((1s,4s)-4-hydroxycyclohexyl)-2H-indazol-5-yl)carbamoyl)-6-methylpyridine 1-oxide C1(CC1)COC=1C(=CC2=CN(N=C2C1)C1CCC(CC1)O)NC(=O)C1=[N+](C(=CC=C1)C)[O-]